C1N(CC2=CC=CC=C12)CC1=CC(C(=CO1)OCC1CCN(CC1)C(=O)OC1CC(C1)(F)F)=O 3,3-difluorocyclobutyl 4-(((6-(isoindolin-2-ylmethyl)-4-oxo-4H-pyran-3-yl)oxy)methyl)piperidine-1-carboxylate